2-((3-(1-azido-1-cyclopentylethyl)-1-methyl-1H-pyrazolo[3,4-c]pyridin-5-yl)amino)-7,7-dimethyl-7,8-dihydro-5H-pyrano[4,3-b]pyridin-5-one N(=[N+]=[N-])C(C)(C1CCCC1)C1=NN(C2=CN=C(C=C21)NC2=CC=C1C(=N2)CC(OC1=O)(C)C)C